3-{6-[(3-cyclopropyl-2-fluorophenyl)sulfinyl]-3-methyl-1,2,4-triazin-5-yl}-5-(2,4-dimethylbenzyl)-5,6-dihydro-4H-1,2,4-oxadiazine C1(CC1)C=1C(=C(C=CC1)S(=O)C1=C(N=C(N=N1)C)C1=NOCC(N1)CC1=C(C=C(C=C1)C)C)F